5-bromo-3-formylpyridinium formate C(=O)[O-].BrC=1C=C(C=[NH+]C1)C=O